(2R,4S)-5-[(1,1'-biphenyl)-4-yl]-4-tert-butoxycarbonyl-2-methyl-pentanoic acid C1(=CC=C(C=C1)C[C@H](C[C@H](C(=O)O)C)C(=O)OC(C)(C)C)C1=CC=CC=C1